potassium methanolate carbonate C(O)(O)=O.C[O-].[K+]